3-methoxy-N-(3-(3-(piperidine-1-carbonyl)pyrazolo[1,5-a]pyridin-7-yl)phenyl)propanamide COCCC(=O)NC1=CC(=CC=C1)C1=CC=CC=2N1N=CC2C(=O)N2CCCCC2